C1NCCC12CCNCCC2 2,8-diazaspiro[4.6]undecane